C(C)(C)(C)C1=NC(=CC(=C1C(=O)NCC1=CC(=CC=C1)F)C)N1CCOCC1 2-tert-Butyl-N-[(3-fluorophenyl)-methyl]-4-methyl-6-morpholin-4-yl-pyridine-3-carboxylic acid amide